Methyl (2S)-4-[(2,4-Dimethoxyphenyl)methylamino]-2-(9H-fluoren-9-ylmethoxycarbonylamino)-4-oxo-butanoate COC1=C(C=CC(=C1)OC)CNC(C[C@@H](C(=O)OC)NC(=O)OCC1C2=CC=CC=C2C=2C=CC=CC12)=O